tert-butyl N-[5-(2,2-difluoropropoxy)-3-ethylsulfonyl-2-pyridyl]carbamate FC(COC=1C=C(C(=NC1)NC(OC(C)(C)C)=O)S(=O)(=O)CC)(C)F